[B+3].C(C)[N+](CC)(CC)CC.C(C)[N+](CC)(CC)CC bis-tetraethylammonium boron